Tert-butyl 4-(4-chloro-3-fluorophenyl)-3,3-difluoro-3,6-dihydropyridine-1(2H)-carboxylate ClC1=C(C=C(C=C1)C=1C(CN(CC1)C(=O)OC(C)(C)C)(F)F)F